Ethyl (Z)-5-(4-((2,2-dimethyl-4,7,10,13-tetraoxo-3-oxa-5,8,11,14-tetraazahexadecan-16-yl)oxy)-3-hydroxybenzylidene)-4-oxo-2-(phenylamino)-4,5-dihydrothiophene-3-carboxylate CC(C)(OC(NCC(NCC(NCC(NCCOC1=C(C=C(\C=C/2\C(C(=C(S2)NC2=CC=CC=C2)C(=O)OCC)=O)C=C1)O)=O)=O)=O)=O)C